3,3-dichloro-2-piperidone ClC1(C(NCCC1)=O)Cl